FC(C(=NC1=CC=CC=C1)Cl)(F)F 2,2,2-triFluoro-N-phenylacetimidoyl chloride